1-(4-(trifluoromethyl)phenyl)cyclobutyl 2-methylene-4-oxo-4-((tetrahydro-2H-pyran-4-yl)amino)butanoate C=C(C(=O)OC1(CCC1)C1=CC=C(C=C1)C(F)(F)F)CC(NC1CCOCC1)=O